Malonic acid sodium salt [Na+].C(CC(=O)[O-])(=O)[O-].[Na+]